C(C1=CC=CC=C1)(C1=CC=CC=C1)(C1=CC=CC=C1)N1N=C2C(C(NC=C2)=O)=C1 2-trityl-2,5-dihydro-4H-pyrazolo[4,3-c]pyridin-4-one